8-(2-(2,6-dioxopiperidin-3-yl)-1-Oxoisoindoline-4-yl)oct-7-yn-1-yl methanesulfonate CS(=O)(=O)OCCCCCCC#CC1=C2CN(C(C2=CC=C1)=O)C1C(NC(CC1)=O)=O